lanthanum nickel lithium oxide [O-2].[Li+].[Ni+2].[La+3].[O-2].[O-2]